3-bromo-6,6-dimethyl-11-oxo-8-(1,4-dioxa-8-azaspiro[4.5]decan-8-yl)-6,11-dihydro-5H-benzo[b]carbazole-9-carbonitrile BrC1=CC=C2C=3C(C4=C(C(C3NC2=C1)(C)C)C=C(C(=C4)C#N)N4CCC1(OCCO1)CC4)=O